1-(4-chloro-benzyl)-3-(4-(3-methyl-2-oxooxazolidin-5-yl)phenyl)urea ClC1=CC=C(CNC(=O)NC2=CC=C(C=C2)C2CN(C(O2)=O)C)C=C1